tert-butyl N-(4-amino-2-fluorophenyl)-N-[2-(dimethylamino)ethyl]carbamate NC1=CC(=C(C=C1)N(C(OC(C)(C)C)=O)CCN(C)C)F